4,4'-bis(3,6-dimethyl-9H-carbazole-9-yl)biphenyl CC=1C=CC=2N(C3=CC=C(C=C3C2C1)C)C1=CC=C(C=C1)C1=CC=C(C=C1)N1C2=CC=C(C=C2C=2C=C(C=CC12)C)C